C(C)(C)(C)C1=CC=C(C=C1)S(=O)(=O)N1C(CC(CCC1)(C)C)C=CC1=CC=CC=C1 1-((4-(tert-butyl)phenyl)sulfonyl)-4,4-dimethyl-2-styrylazepane